6-bromo-4-fluoro-1,2-dimethyl-1H-benzimidazole BrC=1C=C(C2=C(N(C(=N2)C)C)C1)F